C1(CC1)N(C)CC=1C=NC(=NC1)N1CCCCC1 1-(5-((cyclopropyl(methyl)amino)methyl)pyrimidin-2-yl)piperidin